2-methoxy-6,6-dimethyl-7,8-dihydroquinazolin-5-one COC1=NC=2CCC(C(C2C=N1)=O)(C)C